7-(1-naphthyl)-indene C1(=CC=CC2=CC=CC=C12)C=1C=CC=C2C=CCC12